CN(CCC(C)N1N=C2C=C(C=CC2=C1C1CCN(CC1)C(C=C)=O)C1=C(C=CC=C1)C)C 1-(4-(2-(4-(dimethylamino)but-2-yl)-6-(o-tolyl)-2H-indazol-3-yl)piperidin-1-yl)prop-2-en-1-one